FC1=CC=C(C=C1)C=1C=C(C=2N(C1)C=C(N2)C2=CC=CC=C2)C2=CC=C(C=C2)C(C)=O 1-(4-(6-(4-fluorophenyl)-2-phenylimidazo[1,2-a]pyridin-8-yl)phenyl)ethane-1-one